1-(4-(1,4-dimethyl-1H-pyrazol-5-yl)-5-fluoropyrimidin-2-yl)-N-((5-fluoropyridin-3-yl)methyl)-N-hydroxypiperidine-4-carboxamide CN1N=CC(=C1C1=NC(=NC=C1F)N1CCC(CC1)C(=O)N(O)CC=1C=NC=C(C1)F)C